2-Chloro-4-((3S)-8-(6-(4-(1-(2-(2,6-dioxopiperidin-3-yl)-1,3-dioxoisoindolin-5-yl)azetidin-3-yl)piperazine-1-carbonyl)pyridin-3-yl)-3-methyl-2,8-diazaspiro[4.5]decan-2-yl)benzonitrile ClC1=C(C#N)C=CC(=C1)N1CC2(C[C@@H]1C)CCN(CC2)C=2C=NC(=CC2)C(=O)N2CCN(CC2)C2CN(C2)C=2C=C1C(N(C(C1=CC2)=O)C2C(NC(CC2)=O)=O)=O